N-Boc-2,2-dimethyl-4-aminobutanoic acid C(=O)(OC(C)(C)C)NCCC(C(=O)O)(C)C